3-{[(methyldiphenylsilyl)oxy]methyl}-2-azabicyclo[3.1.1]heptane C[Si](OCC1NC2CC(C1)C2)(C2=CC=CC=C2)C2=CC=CC=C2